ClC=1C(=C(OCCN2CCN(CC2)C(=O)OC(C)(C)C)C=CC1C=O)OC tert-butyl 4-(2-(3-chloro-4-formyl-2-methoxyphenoxy)ethyl)piperazine-1-carboxylate